2-(5-mercapto-1,3,4-thiadiazole-2-yl)quinazoline SC1=NN=C(S1)C1=NC2=CC=CC=C2C=N1